C(CC(=O)O)(=O)O propane-1,3-dioic acid